(3-fluorophenyl)-4-phenyl-2-((3-(trifluoromethyl)benzyl)thio)-1H-imidazole FC=1C=C(C=CC1)N1C(=NC(=C1)C1=CC=CC=C1)SCC1=CC(=CC=C1)C(F)(F)F